CNC(=O)N1CC2(CCC1)CCOCC2 N-methyl-9-oxa-2-azaspiro[5.5]undecane-2-carboxamide